N[C@@H]1[C@H]([C@H]([C@H](O[C@@H]1OC)CO)O)O (2R,3R,4R,5R,6S)-5-amino-2-(hydroxymethyl)-6-methoxytetrahydro-2H-pyran-3,4-diol